O1CCN(CC1)C=1C=2N(N=C(C1)N[C@H]1CNCCC1)C=CN2 (R)-8-morpholino-N-(piperidin-3-yl)imidazo[1,2-b]pyridazin-6-amine